[Na+].FC(S(=O)(=O)[O-])(C(=O)OCC12CC3(CC(CC(C1)C3)C2)O)F difluoro-(3-hydroxy-adamantan-1-ylmethoxycarbonyl)-methanesulfonic acid sodium salt